(E)-N-(4-(3-chloro-2-fluorophenyl)-4H-pyrido[2,3,4-de]quinazolin-7-yl)-4-(piperidin-1-yl)but-2-enamide ClC=1C(=C(C=CC1)N1C=CC=2C=3C1=NC=NC3C=CC2NC(\C=C\CN2CCCCC2)=O)F